ribofuranosyl-1,2,4-triazole-3-carboxamide C1([C@H](O)[C@H](O)[C@H](O1)CO)C1=NC(=NN1)C(=O)N